rac-trans-piperidine-3,4-diol N1C[C@H]([C@@H](CC1)O)O |r|